C(C)OC=1C=CC2=C(OC3=C2C=CC=C3F)C1F 3-ethoxy-4,6-difluorodibenzofuran